benzyl N-[[(1R,3S)-3-[(5-iodo-2-pyridyl)amino]cyclopentyl]methyl]carbamate IC=1C=CC(=NC1)N[C@@H]1C[C@@H](CC1)CNC(OCC1=CC=CC=C1)=O